BrCC1=CC2=CC(=CC=C2C=C1)CBr 2,7-Bis(bromomethyl)naphthalene